CC1(CC=C(CO1)B1OC(C(O1)(C)C)(C)C)C 2-(6,6-dimethyl-5,6-dihydro-2H-pyran-3-yl)-4,4,5,5-tetramethyl-1,3,2-dioxaborolane